4-((5-((3S,4S)-4-amino-3-methyl-2-oxa-8-azaspiro[4.5]decan-8-yl)pyrazin-2-yl)thio)-3-Chloro-N-(pyridin-3-ylmethyl)picolinamide N[C@@H]1[C@@H](OCC12CCN(CC2)C=2N=CC(=NC2)SC2=C(C(=NC=C2)C(=O)NCC=2C=NC=CC2)Cl)C